C1(CC1)C=1NC(=NN1)C1CC2(CN(C2)C(=O)N2CC(C2)C=2C=NC(=CC2)N(C2=CC=C(C=C2)C(C)C)C)C1 [6-(5-cyclopropyl-4H-1,2,4-triazol-3-yl)-2-azaspiro[3.3]heptan-2-yl]-[3-[6-(4-isopropyl-N-methyl-anilino)-3-pyridyl]azetidin-1-yl]methanone